N,N-di((9z,12z)-octadeca-9,12-dien-1-yl)propanamide C(CCCCCCC\C=C/C\C=C/CCCCC)N(C(CC)=O)CCCCCCCC\C=C/C\C=C/CCCCC